C(C)(C)(C)OC(=O)N1C[C@@H]([C@@H](CC1)NC1=CC=C(C=C1)F)C (3s,4r)-4-(4-fluoroanilino)-3-methyl-piperidine-1-carboxylic acid tert-butyl ester